C(C1=CC=CC=C1)N1C(CCC(C1)C)C1=NC=C(C=C1)C 2-(1-benzyl-5-methyl-2-piperidyl)-5-methyl-pyridine